(S)-(3-((3-borabenzyl)(5,6-diamino-6-oxohexyl)carbamoyl)-5-nitrophenyl)boronic acid C(C1=CB=CC=C1)N(C(=O)C=1C=C(C=C(C1)[N+](=O)[O-])B(O)O)CCCC[C@@H](C(=O)N)N